CC1=CC(=C(C#N)C=C1)B1OC(C(O1)(C)C)(C)C 4-methyl-2-(4,4,5,5-tetramethyl-1,3,2-dioxaborolan-2-yl)benzonitrile